6-(1-benzyl-pyrazol-4-yl)-2-methyl-morpholin-3-one C(C1=CC=CC=C1)N1N=CC(=C1)C1OC(C(NC1)=O)C